2,7-diethyl-9,10-bis(isobutoxycarbonyl)anthracene C(C)C1=CC2=C(C3=CC(=CC=C3C(=C2C=C1)C(=O)OCC(C)C)CC)C(=O)OCC(C)C